C(=O)N1[C@@H](COC2=C(C1)C=CC(=C2)C(=O)OC)C Methyl (R)-4-formyl-3-methyl-2,3,4,5-tetrahydrobenzo[f][1,4]oxazepine-8-carboxylate